4-((4-(6-Chlorohexyloxy)phenyl)diazenyl)benzoic acid ClCCCCCCOC1=CC=C(C=C1)N=NC1=CC=C(C(=O)O)C=C1